4-(7-isoquinolylamino)-2-[3-methoxy-4-(3-piperidinopropoxy)phenylamino]pyrimidine C1=NC=CC2=CC=C(C=C12)NC1=NC(=NC=C1)NC1=CC(=C(C=C1)OCCCN1CCCCC1)OC